FC1(CCC(CC1)CC(=O)NC1=C(C=C(C=C1)NC(CC1=CC=C(C=C1)S(=O)(=O)CC)=O)NC(C)C)F 2-(4,4-Difluorocyclohexyl)-N-(4-(2-(4-(ethylsulfonyl)phenyl)acetamido)-2-(isopropylamino)phenyl)acetamide